BrC1=CNC2=NC=C(C=C21)C=O 3-BROMO-1H-PYRROLO[2,3-B]PYRIDINE-5-CARBALDEHYDE